CN[C@H](C(=O)NCCNC1=NC(=NC(=C1)NC=1SC(=CN1)C1=CC=CC=C1)C)C (2S)-2-(methylamino)-N-[2-[[2-methyl-6-[(5-phenylthiazol-2-yl)amino]pyrimidin-4-yl]amino]ethyl]propanamide